2-[5-fluoro-3-methoxy-4-isopropylphenyl]-1-benzofuran FC=1C(=C(C=C(C1)C=1OC2=C(C1)C=CC=C2)OC)C(C)C